(R)-4-fluoro-1-isopropyl-N'-(((R)-3-methyl-1,2,3,5,6,7-hexahydrodicyclopenta[b,e]pyridin-8-yl)carbamoyl)-1H-pyrazole-3-sulfonimidamide FC=1C(=NN(C1)C(C)C)[S@@](=O)(N)=NC(NC1=C2C(=NC3=C1CCC3)[C@@H](CC2)C)=O